2-(5-((5-methyl-1H-pyrazol-3-yl)ethynyl)-1,3,4-thiadiazol-2-yl)ethan-1-one CC1=CC(=NN1)C#CC1=NN=C(S1)CC=O